(R)-4-((R)-2-((4-(2-chloro-4-fluorophenyl)-1-oxo-1,2-dihydroisoquinolin-7-yl)oxy)propanoyl)morpholine-3-carboxylate ClC1=C(C=CC(=C1)F)C1=CNC(C2=CC(=CC=C12)O[C@@H](C(=O)N1[C@H](COCC1)C(=O)[O-])C)=O